6-(4-((2-(4-fluoro-2,6-dimethyltetrahydro-2H-pyran-4-yl)thiazol-4-yl)methoxy)-6-methoxybenzofuran-2-yl)-2-((S)-1-fluoroethyl)imidazo-[2,1-b][1,3,4]thiadiazole FC1(CC(OC(C1)C)C)C=1SC=C(N1)COC1=CC(=CC2=C1C=C(O2)C=2N=C1SC(=NN1C2)[C@H](C)F)OC